3-[3-(4-isoquinolinyl)-2,4-dioxo-thieno[2,3-d]pyrimidin-1-yl]propionitrile C1=NC=C(C2=CC=CC=C12)N1C(N(C2=C(C1=O)C=CS2)CCC#N)=O